O1CCN(CC1)C1=CC=C(NC2=NC(=C3NC=NC3=N2)NC2CCCCC2)C=C1 2-(4-morpholinoanilino)-6-cyclohexylaminopurine